C(C)(=O)NC1=CC=NN1C1=NN=C(S1)NC(=O)C1=CC(=C(C(O1)=O)OC(COC(C)(C)C)C)C1=C(C=CC=C1OC)OC N-(5-(5-acetamido-1H-pyrazol-1-yl)-1,3,4-thiadiazol-2-yl)-3-((1-(tert-butoxy)propan-2-yl)oxy)-4-(2,6-dimethoxyphenyl)-2-oxo-2H-pyran-6-carboxamide